2-{2-[2,5-di(methoxymethoxy)-phenyl]-2-(phenyl)-vinyl}-N-methylpiperidine COCOC1=C(C=C(C=C1)OCOC)C(=CC1N(CCCC1)C)C1=CC=CC=C1